FC=1C(=NC(=C(C1)F)C)S 3,5-difluoro-6-methyl-pyridine-2-thiol